BrC=1C=C2C=CN=C(C2=CC1)CCl 6-Bromo-1-(chloromethyl)isoquinoline